C1(=CC=CC=C1)P(C1=CC=C2C=CC3=CC=CC4=CC=C1C2=C34)(C3=CC=C4C=CC2=CC=CC1=CC=C3C4=C21)=O Phenyldi(pyren-1-yl)-phosphin oxid